CC1=NC(=CC(=C1)C=1C=C(C=CC1)C=1N=C(SC1)NC(=O)[C@H]1N(CCC1)C(=O)C1=CN(C(=C1)C([2H])([2H])[2H])S(=O)(=O)C)C (S)-N-(4-(3-(2,6-dimethylpyridin-4-yl)phenyl)thiazol-2-yl)-1-(5-(trideuteriomethyl)-1-(methylsulfonyl)-1H-pyrrole-3-carbonyl)pyrrolidine-2-carboxamide